Methoxybenzyl-14,14-dimethyl-3-oxo-1,12,12-triphenyl-2,11,13-trioxa-4-aza-12-silahexadecan COC(OC(NCCCCCCO[Si](OC(CC)(C)C)(C1=CC=CC=C1)C1=CC=CC=C1)=O)(C1=CC=CC=C1)CC1=CC=CC=C1